tert-butyl 3-hydroxypyrazole-1-carboxylate OC1=NN(C=C1)C(=O)OC(C)(C)C